methylthioadenosine monophosphate P(=O)(O)(O)OC[C@@H]1[C@H]([C@H]([C@@](O1)(N1C=NC=2C(N)=NC=NC12)C)S)O